COC1CN(CC1)C=1C=C2C(N(C(C2=CC1)C)CC1=CC2=C(NC(O2)=O)C=C1)=O 6-((5-(3-methoxypyrrolidin-1-yl)-1-methyl-3-oxoisoindolin-2-yl)methyl)benzo[d]oxazol-2(3H)-one